1-(4-chloro-3-cyclopropylbenzoyl)-1,8-diazaspiro[4.5]decane-8-carboxylic acid tert-butyl ester C(C)(C)(C)OC(=O)N1CCC2(CCCN2C(C2=CC(=C(C=C2)Cl)C2CC2)=O)CC1